7-azido-1,8-naphthyridin-2-amine N(=[N+]=[N-])C1=CC=C2C=CC(=NC2=N1)N